S1C2=C(C=C1C1=CC=CC(=N1)OC=1C=CC(=C(C1)O)F)C=CC=C2 5-((6-(benzo[b]thiophen-2-yl)pyridin-2-yl)oxy)-2-fluorophenol